bromo-N-((3S,4S)-4-(3,4-difluorophenyl)piperidin-3-yl)-5-oxo-5,6-dihydro-4H-pyrazolo[1,5-d]thieno[3,2-f][1,4]diazepine-2-carboxamide BrC1=C(SC2=C1C=1N(CC(N2)=O)N=CC1)C(=O)N[C@@H]1CNCC[C@H]1C1=CC(=C(C=C1)F)F